(1-methylpiperidin-3-yl)-bis(thiophen-2-yl)methanoic acid hydrochloride Cl.CN1CC(CCC1)C1=C(SC=C1)C(=O)OC=1SC=CC1